ClC1=C(C(=CC(=C1)N1C(NC(CC1)=O)=O)Cl)N1CCC(CC1)(O)CC(=O)O 2-[1-[2,6-dichloro-4-(2,4-dioxohexahydropyrimidin-1-yl)phenyl]-4-hydroxy-4-piperidinyl]acetic acid